2-bromo-7-isopropyl-3-methylthieno[3,2-c]pyridin-4(5H)-one BrC1=C(C=2C(NC=C(C2S1)C(C)C)=O)C